C(C)[C@@H]1N(CC2=CC(=CC(=C2C1)F)C(=O)NO)C1CC2(CN(C2)C)C1 (S)-3-ethyl-5-fluoro-N-hydroxy-2-(2-methyl-2-azaspiro[3.3]heptan-6-yl)-1,2,3,4-tetrahydroisoquinoline-7-carboxamide